CN(C1=CC=C(C=C1)C1=CC=C(C=C1)CN(C(=O)C1CCCCC1)C1=CC(=CC=C1)C=1C=NC=C(C1)CC)C N-((4'-(Dimethylamino)-[1,1'-biphenyl]-4-yl)methyl)-N-(3-(5-ethylpyridin-3-yl)phenyl)cyclohexanecarboxamide